C1(=CC=CC=C1)C1=NOC(C1)S(=O)(=O)N1C2=C(OCC1)C(=CN=C2)C2=CC=C(C#N)C=C2 4-(4-((3-Phenyl-4,5-dihydroisoxazol-5-yl)sulfonyl)-3,4-dihydro-2H-pyrido[4,3-b][1,4]oxazin-8-yl)benzonitrile